C1(=CC=CC=C1)[C@@H]1[C@H](OC2(O1)CCCCC2)CCO 2-((2R,3R)-3-phenyl-1,4-dioxaspiro[4.5]decan-2-yl)ethanol